5-amino-N-(tert-butyl)-4-(3-(2-methoxynicotinamido)phenyl)-2-(methylthio)thieno[2,3-d]pyrimidine-6-carboxamide NC1=C(SC=2N=C(N=C(C21)C2=CC(=CC=C2)NC(C2=C(N=CC=C2)OC)=O)SC)C(=O)NC(C)(C)C